bis(2,2-dimethyl-3-lauroyloxypropylidene)-1-amino-3-aminomethyl-3,5,5-trimethylcyclohexane CC(C=C1C(C(C(CC1(C)C)N)=CC(COC(CCCCCCCCCCC)=O)(C)C)(C)CN)(COC(CCCCCCCCCCC)=O)C